3-(sec-butyl)-7-fluoro-N-(3-hydroxycyclobutyl)-2-oxo-1,2,3,5-tetrahydro-4H-benzo[1,4]diazepine-4-carboxamide C(C)(CC)C1C(NC2=C(CN1C(=O)NC1CC(C1)O)C=C(C=C2)F)=O